8-(4-((tert-butyldiphenylsilyl)oxy)-2-chlorophenyl)-6-chloro-9H-purine [Si](C1=CC=CC=C1)(C1=CC=CC=C1)(C(C)(C)C)OC1=CC(=C(C=C1)C=1NC2=NC=NC(=C2N1)Cl)Cl